2-[(4-{3-[(2-chloro-4-methylphenyl)(methyl)amino]benzoyl}piperazin-1-yl)methyl]-1-[(1-ethyl-1H-imidazol-5-yl)methyl]-1H-1,3-benzodiazole-6-carboxylic acid ClC1=C(C=CC(=C1)C)N(C=1C=C(C(=O)N2CCN(CC2)CC2=NC3=C(N2CC2=CN=CN2CC)C=C(C=C3)C(=O)O)C=CC1)C